C1(=CC=CS1)C(=O)C(CCCC(=O)CCCC(F)(F)F)(F)F thenoyl-pentafluorovalerone